4-((4-hydroxypyrazolo[4,3-c]pyridin-1-yl)methyl)phenylboronic acid OC1=NC=CC2=C1C=NN2CC2=CC=C(C=C2)B(O)O